O1CCN(CC1)C1=CC=C(C=N1)CC1=NOC(=C1)C=1C(=NC=CC1)N 3-(3-((6-morpholinopyridin-3-yl)methyl)isoxazol-5-yl)pyridin-2-amine